3-(tert-butyl)-N-((R)-2-(2-((1R,2S)-2-cyanocyclopropane-1-carboxamido)pyridin-4-yl)-6,7,8,9-tetrahydro-5H-benzo[7]annulen-5-yl)-1,2,4-oxadiazole-5-carboxamide C(C)(C)(C)C1=NOC(=N1)C(=O)N[C@@H]1CCCCC2=C1C=CC(=C2)C2=CC(=NC=C2)NC(=O)[C@H]2[C@H](C2)C#N